2-[6,6-dimethyl-1-(oxetan-2-yl)-5,7-dihydro-4H-indazol-3-yl]-1H-indol-6-amine CC1(CCC=2C(=NN(C2C1)C1OCC1)C=1NC2=CC(=CC=C2C1)N)C